C(CCCCCCCCCCCCC)(=O)OCC(COC(NCCCOCCOC)=O)OC(CCCCCCCCCCCCC)=O [3-[3-(2-methoxyethoxy)propylcarbamoyloxy]-2-tetradecanoyloxypropyl] tetradecanoate